N1(CCC1)N1CCC1 azetidinyl-azetidine